FC1(CC=2C=C(C=NC2CC1)B1OC(C(O1)(C)C)(C)C)F 6,6-difluoro-3-(4,4,5,5-tetramethyl-1,3,2-dioxaborolan-2-yl)-5,6,7,8-tetrahydroquinoline